C(CCCCCCCCCCCCCCCCC)(=O)OC[C@H](CO)OC(CCCCCCCCCCCCCCCCC)=O (S)-3-hydroxypropane-1,2-diol distearate